tris(1,10-phenanthroline) ruthenium [Ru].N1=CC=CC2=CC=C3C=CC=NC3=C12.N1=CC=CC2=CC=C3C=CC=NC3=C12.N1=CC=CC2=CC=C3C=CC=NC3=C12